4'-((2-Butyl-4-oxo-1,3-diazaspiro[4.5]dec-1-en-3-yl)methyl)-2'-((cyclopropylmethylOxy)methyl)-N-(4,5-dimethylisoxazol-3-yl)-[1,1'-biphenyl]-2-sulfonamide C(CCC)C1=NC2(C(N1CC1=CC(=C(C=C1)C=1C(=CC=CC1)S(=O)(=O)NC1=NOC(=C1C)C)COCC1CC1)=O)CCCCC2